(Z)-13-hexadecen CCCCCCCCCCCC\C=C/CC